trivinyl-phosphine C(=C)P(C=C)C=C